C(C1=CC=CC=C1)N1CCC(CC1)CCC(=O)C1=CC=C(C=C1)C=1CCN(CC1)CN1C=CC2=CC(=CC=C12)C#N ((4-(4-(3-(1-benzylpiperidin-4-yl)propionyl)phenyl)-3,6-dihydropyridin-1(2H)-yl)methyl)-1H-indole-5-carbonitrile